norbornene-2,3-dicarboxylic acid dipropyl ester C(CC)OC(=O)C=1C2CCC(C1C(=O)OCCC)C2